3-((3-methoxy-3-oxo-1-phenylpropyl)amino)-3-methylpyrrolidine-1-carboxylic acid tert-butyl ester C(C)(C)(C)OC(=O)N1CC(CC1)(C)NC(CC(=O)OC)C1=CC=CC=C1